L(+)-Ornithine N[C@@H](CCCN)C(=O)O